C1(CC1)N1CCS(C2=C(C1=O)SC(=C2)C2=NC(=NC=C2C(F)(F)F)NC2=C(C=C(C=C2)N2C[C@@H](NCC2)C)CC)(=O)=O (S)-4-cyclopropyl-7-(2-((2-ethyl-4-(3-methylpiperazin-1-yl)phenyl)amino)-5-(trifluoromethyl)pyrimidin-4-yl)-3,4-dihydrothieno[2,3-f][1,4]thiazepin-5(2H)-one 1,1-dioxide